(S)-alpha-methyl-N-(2-propynyl)phenethylamine hydrochloride Cl.C[C@@H](CC1=CC=CC=C1)NCC#C